N'-[5'-(4,5-dihydro-5-oxo-1,3,4-oxadiazol-2-yl)-4-[4-(trifluoromethyl)-2-thiazolyl][3,3'-bipyridin]-6-yl]-N,N-diethylurea O=C1NN=C(O1)C=1C=C(C=NC1)C=1C=NC(=CC1C=1SC=C(N1)C(F)(F)F)NC(N(CC)CC)=O